NCCCCCC1=CC2=C(N(C(N2C)=O)C2C(N(C(CC2)=O)C)=O)C=C1 3-[5-(5-Aminopentyl)-3-methyl-2-oxo-benzimidazol-1-yl]-1-methyl-piperidine-2,6-dione